ClC1=C(C=CC=C1)C1=CC(=C(C(=N1)C1=CC=CC=C1)C1=CC=CC=C1)C1=CC=CC=C1 6-(2-chlorophenyl)-2,3,4-triphenylpyridine